cetyl-2-ethyl Hexanoate C(CCCCC)(=O)OC(C)CCCCCCCCCCCCCCCC